CC1(CCC(CC1)C(C(=O)NC1=CC=C(C=C1)C1=C(C=NC=C1C)C)NC(=O)C1=CC=NN1C)C N-(1-(4,4-dimethyl-cyclohexyl)-2-((4-(3,5-dimethylpyridin-4-yl)phenyl)amino)-2-oxoethyl)-1-methyl-1H-pyrazole-5-carboxamide